[N+](=O)([O-])C1=CC=C(COC(O)=O)C=C1.C12C3=C(C(CC1)C2)C(NC3=O)=O norbornene-2,3-dicarboximide p-nitrobenzyl-carbonate